methyl-2-(3-(1,3-dioxoisoindolin-2-yl)prop-1-yn-1-yl)-4-(2,7-diazaspiro[3.5]nonan-2-yl)benzoate COC(C1=C(C=C(C=C1)N1CC2(C1)CCNCC2)C#CCN2C(C1=CC=CC=C1C2=O)=O)=O